1-[1-{4-chloro-4'-[4-(2-methylpropyl)piperazin-1-yl][1,1'-biphenyl]-2-yl}piperidin-3-yl]-5-(trifluoro-methyl)-1H-pyrazole-4-carboxylic acid hydrochloride Cl.ClC1=CC(=C(C=C1)C1=CC=C(C=C1)N1CCN(CC1)CC(C)C)N1CC(CCC1)N1N=CC(=C1C(F)(F)F)C(=O)O